6-(2,4-dimethyl-1,3-thiazol-5-yl)-2-[[1-(4-methylpyridin-2-yl)piperidin-4-yl]methyl]pyridazin-3-one CC=1SC(=C(N1)C)C=1C=CC(N(N1)CC1CCN(CC1)C1=NC=CC(=C1)C)=O